C(C)(C)(C)OC(=O)N1C[C@H]2C([C@H]2C1)NC(C1=C(C=C(C=C1)NC=1C=2N(C=CN1)C(=CN2)C=2C(=NNC2)C(F)(F)F)Cl)=O (1s,5r)-6-[[2-chloro-4-[[3-[3-(trifluoromethyl)-1H-pyrazol-4-yl]imidazo[1,2-a]pyrazin-8-yl]amino]benzoyl]amino]-3-azabicyclo[3.1.0]hexane-3-carboxylic acid tert-butyl ester